2-(4-fluorothien-2-yl)morpholine FC=1C=C(SC1)C1CNCCO1